CC1([C@H](C1)C(=O)N1CC2(C1)CN(C[C@H]2CO)CC2=NC=CN=C2)C ((S)-2,2-dimethylcyclopropyl)((s)-8-(hydroxymethyl)-6-(pyrazin-2-ylmethyl)-2,6-diazaspiro[3.4]octan-2-yl)methanone